5-(4-isocyanato-3',4'-dimethoxy-[1,1'-biphenyl]-2-yl)-2-trityl-2H-tetrazole N(=C=O)C1=CC(=C(C=C1)C1=CC(=C(C=C1)OC)OC)C=1N=NN(N1)C(C1=CC=CC=C1)(C1=CC=CC=C1)C1=CC=CC=C1